ClC1=CC(=C(CC2=CN=C(S2)C(=O)O)C=C1)F 5-(4-chloro-2-fluorobenzyl)thiazole-2-carboxylic acid